tert-butyl (amino)-2,2-dimethylpiperidine-1-carboxylate NC1C(N(CCC1)C(=O)OC(C)(C)C)(C)C